4-Ethylbenzenepropanoic acid C(C)C1=CC=C(C=C1)CCC(=O)O